C1(CC1)[C@H](C)N1C(C2=C(C=C(C=C2C1)C1=CC(=NN1C)NC(C)=O)S(NCC1CC1)(=O)=O)=O (S)-N-(5-(2-(1-cyclopropylethyl)-7-(N-(cyclopropylmethyl)sulfamoyl)-1-oxoisoindol-5-yl)-1-methyl-1H-pyrazol-3-yl)acetamide